4-(2-cyanophenyl)sulfanyl-6-[5-methyl-1-[(3R)-pyrrolidin-3-yl]pyrazol-4-yl]pyrazolo[1,5-a]pyridine-3-carbonitrile C(#N)C1=C(C=CC=C1)SC=1C=2N(C=C(C1)C=1C=NN(C1C)[C@H]1CNCC1)N=CC2C#N